C(CCCCC)(=O)OCCC=CCC 3-hexenyl caproate